4-(4-(4-chloroquinolin-6-yl)-3-fluorobenzoyl)-1-methylpiperazin-2-one ClC1=CC=NC2=CC=C(C=C12)C1=C(C=C(C(=O)N2CC(N(CC2)C)=O)C=C1)F